(3-chlorophenyl)-1H-benzo[d]Imidazole-4-carboxamide ClC=1C=C(C=CC1)N1C=NC2=C1C=CC=C2C(=O)N